COC1=CC=C(CO[C@@H]2CC[C@H](CC2)C(=O)Cl)C=C1 trans-4-((4-Methoxybenzyl)oxy)cyclohexanecarbonyl chloride